(1r,4r)-4-(3-((5-(difluoromethoxy)-1H-pyrazol-3-yl)amino)-5H-pyrrolo[2,3-b]pyrazin-5-yl)cyclohexan-1-ol FC(OC1=CC(=NN1)NC1=CN=C2C(=N1)N(C=C2)C2CCC(CC2)O)F